NC1=CC=C(C=C1)C1=CC=C(C=2NC(=NC21)C(C)O)C2=CC=C(C=C2)N 1-(4,7-Bis(4-aminophenyl)-1H-benzoimidazole-2-yl)ethan-1-ol